S-ethyl 6-chloro-3-ethylsulfanyl-pyridine-2-carbothioate ClC1=CC=C(C(=N1)C(SCC)=O)SCC